OC1CCN(CC1)C1=CC=C(C=C1)C(\C=C\C1=CC=C(C=C1)C(F)(F)F)=O (E)-1-[4-(4-Hydroxypiperidin-1-yl)phenyl]-3-[4-(trifluoromethyl)phenyl]prop-2-en-1-one